N1-(4-(4-chlorophenyl)phthalazin-1-yl)-N3,N3-dimethylcyclobutane-1,3-diamine ClC1=CC=C(C=C1)C1=NN=C(C2=CC=CC=C12)NC1CC(C1)N(C)C